L-lysyl-L-threonyl-L-threitol N[C@@H](CCCCN)C(=O)N[C@@H]([C@H](O)C)C(=O)C([C@H](O)[C@@H](O)CO)O